C(#N)C1(CC1)C=1C=C(C(=NC1)NC(OC(C)(C)C)=O)SCC tertbutyl N-[5-(1-cyanocyclopropyl)-3-ethylsulfanyl-2-pyridyl]carbamate